C(#N)C1=NC(=NC(=C1)C)N1CCN(CC1)S(=O)(=O)C1=CC=C(N=N1)NC(C1=C(C=CC=C1)CS(=O)(=O)C)=O N-(6-((4-(4-cyano-6-methylpyrimidin-2-yl)piperazin-1-yl)sulfonyl)pyridazin-3-yl)-2-((methylsulfonyl)methyl)benzamide